3,5-dimethyltriazole-4-boronic acid CN1N=NC(=C1B(O)O)C